1-(chloromethyl)-4-phenethoxybenzene ClCC1=CC=C(C=C1)OCCC1=CC=CC=C1